2-(cyclopropanecarboxamido)-7H-pyrrolo[2,3-d]pyrimidin C1(CC1)C(=O)NC=1N=CC2=C(N1)NC=C2